C[C@@H]1N(CCC1)CC1=NC2=C(N1)C=CC(=C2)NC(=O)C2=CC=C(C=C2)C2CCN(CC2)C(CC2CCN(CC2)C(=O)OC(C)(C)C)=O tert-butyl (S)-4-(2-(4-(4-((2-((2-methylpyrrolidin-1-yl)methyl)-1H-benzo[d]imidazol-5-yl)carbamoyl)phenyl)piperidin-1-yl)-2-oxoethyl)piperidine-1-carboxylate